1,1,9,9-tetrakis(mercaptomethylthio)-5-[3,3-bis(mercaptomethylthio)-1-thiapropyl]-3,7-dithianonane SCSC(CSCC(CSCC(SCS)SCS)SCC(SCS)SCS)SCS